(R)-3-(tert-butoxycarbonyl)-1,2,3,4,4a,5-hexahydropyrazino[1,2-d]pyrido[2,3-b][1,4]oxazine-8-carboxylic acid C(C)(C)(C)OC(=O)N1C[C@H]2N(C3=C(OC2)N=C(C=C3)C(=O)O)CC1